C(C)OC1=NC=CC=C1C1=NC=2C(NCC3(CCN(CC3)C3=C(C(=CC=C3)OC)C(F)(F)F)C2C=C1)=O 2-(2-ethoxypyridin-3-yl)-1'-[3-methoxy-2-(trifluoromethyl)phenyl]spiro[6,7-dihydro-1,7-naphthyridine-5,4'-piperidine]-8-one